tert-butyl N-[2-[4-[6-(dimethylamino)-pyridin-3-yl]phenyl]-1,3-benzothiazol-6-yl]-N-[2-[2-[2-[2-(2-hydroxy ethyl oxy)ethoxy]-ethoxy]ethoxy]ethyl]carbamate CN(C1=CC=C(C=N1)C1=CC=C(C=C1)C=1SC2=C(N1)C=CC(=C2)N(C(OC(C)(C)C)=O)CCOCCOCCOCCOCCO)C